ClC1=CC=C(CC23NC(C(NC(C(NC(CC(C(N(CCC2)C3)=O)[C@@H]3CCC2=CC=CC=C32)=O)C)=O)CO)=O)C=C1 13-(4-chlorobenzyl)-3-((S)-2,3-dihydro-1H-inden-1-yl)-10-(hydroxymethyl)-7-methyl-1,6,9,12-tetraazabicyclo[11.3.1]heptadecane-2,5,8,11-tetraone